CNC=1C=NC=CC1C(=O)O 3-(methylamino)pyridine-4-carboxylic acid